iron manganese copper carbon [C].[Cu].[Mn].[Fe]